CC1=C2C=CC=NC2=CC(=C1NC1=NC=C2N(C(NC2=N1)=O)C)C 2-((5,7-Dimethylquinolin-6-yl)amino)-7-methyl-8-oxo-7,8-dihydro-9H-purine